3-(3-(4-(((tert-butyldimethylsilyl)oxy)methyl)phenyl)-5-(2-(fluoromethyl)-2H-1,2,3-triazol-4-yl)-3H-imidazo[4,5-b]pyridin-2-yl)pyridin-2-amine [Si](C)(C)(C(C)(C)C)OCC1=CC=C(C=C1)N1C(=NC=2C1=NC(=CC2)C2=NN(N=C2)CF)C=2C(=NC=CC2)N